(1R,3r)-3-(3-(2-(1-methyl-1H-pyrazol-4-yl)imidazo[1,2-b]pyridazin-8-yl)-3,8-diazabicyclo[3.2.1]oct-8-yl)cyclobutane-1-carbonitrile CN1N=CC(=C1)C=1N=C2N(N=CC=C2N2C[C@H]3CCC(C2)N3C3CC(C3)C#N)C1